COCC(C)N1N=CC(=C1C(F)(F)F)C(=O)OCC ethyl 1-(1-methoxypropan-2-yl)-5-(trifluoromethyl)-1H-pyrazole-4-carboxylate